4-(4-(2-amino-1-cyclopropoxy-1-phenylethyl)-2-(4-(((2S,5R)-2,5-dimethylpiperazin-1-yl)methyl)piperidine-1-yl)quinazolin-6-yl)-6-methyl-1,6-dihydro-7H-pyrrolo[2,3-c]pyridin-7-one NCC(C1=CC=CC=C1)(OC1CC1)C1=NC(=NC2=CC=C(C=C12)C=1C2=C(C(N(C1)C)=O)NC=C2)N2CCC(CC2)CN2[C@H](CN[C@@H](C2)C)C